(E)-3-(1-Benzofuran-5-yl)-1-[2-hydroxy-4-methyl-6-[(2S,3R,4S,5S,6S)-3,4,5-trihydroxy-6-(hydroxymethyl)thian-2-yl]oxyphenyl]prop-2-en-1-one O1C=CC2=C1C=CC(=C2)/C=C/C(=O)C2=C(C=C(C=C2O[C@H]2S[C@H]([C@H]([C@@H]([C@H]2O)O)O)CO)C)O